ClC1=C(C=C(OCC(=O)NC23CC(C2)(C3)NC(CNC(OCC3=CC=CC=C3)=O)=O)C=C1)F benzyl [2-({3-[2-(4-chloro-3-fluorophenoxy)acetamido]bicyclo[1.1.1]pentan-1-yl}amino)-2-oxoethyl]carbamate